Benzyl N-[4-(4-amino-3-carbamoyl-pyrazol-1-yl)phenyl]carbamate NC=1C(=NN(C1)C1=CC=C(C=C1)NC(OCC1=CC=CC=C1)=O)C(N)=O